cyclobut-3-ene C1CC=C1